4-[5-(aminomethyl)pyrimidin-2-yl]-3-(5-morpholin-4-ylpyridazin-3-yl)oxybenzonitrile NCC=1C=NC(=NC1)C1=C(C=C(C#N)C=C1)OC=1N=NC=C(C1)N1CCOCC1